N-[(1R)-1-[3-(1,1-difluoro-2-hydroxyethyl)phenyl]ethyl]-5-(oxan-4-yl)-4-oxo-2H,4H,5H-pyrazolo[4,3-c]pyridine-7-carboxamide FC(CO)(F)C=1C=C(C=CC1)[C@@H](C)NC(=O)C=1C=2C(C(N(C1)C1CCOCC1)=O)=CNN2